S1C=CC2=C1C=C(C=C2)NS(=O)(=O)C N-(benzothien-6-yl)methanesulfonamide